3,3,3-trifluoro-propanoic acid FC(CC(=O)O)(F)F